FC(CN1C(C=2NN=C(C2C1C1=CC=C(C=C1)OC1=CC=C(C=C1)OC(F)(F)F)C1=CC=CC=2NC(SC21)=O)=O)(C)F 7-[5-(2,2-Difluoropropyl)-6-oxo-4-{4-[4-(trifluoromethoxy)phenoxy]phenyl}-1,4,5,6-tetrahydropyrrolo[3,4-c]pyrazol-3-yl]-1,3-benzothiazol-2(3H)-one